tert-butyl gentisate C(C=1C(O)=CC=C(O)C1)(=O)OC(C)(C)C